3-amino-N-(1-(3-((3-aminopropyl)amino)propyl)piperidin-4-yl)-2-oxo-1-(4-phenyl-3,4-dihydro-2H-benzo[b][1,4]oxazin-6-yl)-1,2-dihydrothieno[2,3-b]pyrazine-6-carboxamide NC=1C(N(C2=C(N1)SC(=C2)C(=O)NC2CCN(CC2)CCCNCCCN)C2=CC1=C(OCCN1C1=CC=CC=C1)C=C2)=O